C1(CC1)C1=NOC(=N1)C12CCC(CC1)(CC2)CN(C(=O)C2CCCCC2)C2=CC(=CC=C2)C2=NOC(=C2)OCC N-((4-(3-cyclopropyl-1,2,4-oxadiazol-5-yl)bicyclo[2.2.2]octan-1-yl)methyl)-N-(3-(5-ethoxyisoxazol-3-yl)phenyl)cyclohexanecarboxamide